5-bromo-2,3-difluorobenzaldehyde BrC=1C=C(C(=C(C=O)C1)F)F